FC=1C=C2C(=NNC2=CC1OCCOC)C1=CC(=NO1)C1=CC=C(C=C1)C(=O)N1[C@@H](COCC1)C 5-Fluoro-6-(2-methoxyethoxy)-3-(3-{4-[(3R)-3-methylmorpholin-4-carbonyl]phenyl}-1,2-oxazol-5-yl)-1H-indazol